O1C(OCCC1)CCC(N)C1=NC=CN=C1 3-(1,3-dioxan-2-yl)-1-(pyrazin-2-yl)propan-1-amine